ClP(C(=CC(C)(C)C)P(C1CCCCC1)(C1CCCCC1)(C1CCCCC1)Cl)(C1CCCCC1)(C1CCCCC1)C1CCCCC1.[Ru+2] ruthenium (II) dichloro(tert-butylvinylidene)bis(tricyclohexylphosphine)